NCC1=CC=C(C=C1)N1C2=NC=NC(=C2N=C1)N 9-(4-(Aminomethyl)phenyl)-9H-purine-6-amine